NC=1C2=C(N=CN1)N(C(=C2C2=CC=C(C(=O)N(C1C(N(CC1)C)=O)C)C=C2)C2=CC=C(C=C2)NC(C(=C)C)=O)C 4-(4-amino-6-(4-methacrylamido-phenyl)-7-methyl-7H-pyrrolo[2,3-d]pyrimidin-5-yl)-N-methyl-N-(1-methyl-2-oxopyrrolidin-3-yl)benzamide